NC1=CC(=NC(=C1)NC1=C(C=CC=C1)O)C(=O)N1CC2=CC=CC=C2C1 (4-Amino-6-((2-hydroxyphenyl)amino)pyridin-2-yl)(isoindolin-2-yl)methanone